(R)-3-fluoro-4-(4-(6-(hydroxymethyl)-1,2,3,4-tetrahydronaphthalen-1-yl)piperazin-1-yl)benzonitrile FC=1C=C(C#N)C=CC1N1CCN(CC1)[C@@H]1CCCC2=CC(=CC=C12)CO